(E)-4-(Dimethylamino)-1-(4-((3-methyl-4-((6-methylpyridin-3-yl)oxy)phenyl)amino)-7,8-dihydropyrido[3',4':4,5]thieno[2,3-d]pyrimidin-6(5H)-yl)but-2-en-1-one CN(C/C=C/C(=O)N1CC2=C(SC=3N=CN=C(C32)NC3=CC(=C(C=C3)OC=3C=NC(=CC3)C)C)CC1)C